Ethyl 7-(1-(tert-butoxycarbonyl)piperidin-4-yl)-1-(cyclopropylmethyl)-1H-indole-2-carboxylate C(C)(C)(C)OC(=O)N1CCC(CC1)C=1C=CC=C2C=C(N(C12)CC1CC1)C(=O)OCC